3-acetyl-1-(2-((2-((3-chloro-2-fluorobenzyl)amino)-2-oxoethyl)(cyclopropyl)amino)-2-oxoethyl)-1H-indole-6-carboxylic acid C(C)(=O)C1=CN(C2=CC(=CC=C12)C(=O)O)CC(=O)N(C1CC1)CC(=O)NCC1=C(C(=CC=C1)Cl)F